C(C=C)C1=C(CNC2=CC=CC=C2)C=C(C=C1)Cl N-(2-allyl-5-chlorobenzyl)aniline